N-(5-nitro-2-((4-nitrophenyl)amino)phenyl)formamide benzyl-2-(3-(tert-butoxycarbonyl)-3,8-diazabicyclo[3.2.1]octan-8-yl)-7,8-dihydro-1,6-naphthyridine-6(5H)-carboxylate C(C1=CC=CC=C1)OC(=O)N1CC=2C=CC(=NC2CC1)N1C2CN(CC1CC2)C(=O)OC(C)(C)C.[N+](=O)([O-])C=2C=CC(=C(C2)NC=O)NC2=CC=C(C=C2)[N+](=O)[O-]